C(C)(C)C1=C(NC2=CC=C(C=C12)C1CCN(CC1)C1COC1)C=1C=C(C=2N(C1)N=CN2)NCC(F)(F)F 6-(3-isopropyl-5-(1-(oxetan-3-yl)piperidin-4-yl)-1H-indol-2-yl)-N-(2,2,2-trifluoroethyl)-[1,2,4]triazolo[1,5-a]pyridin-8-amine